2-(di-1-adamantylphosphino)-3,6-dimethoxy-2',4',6'-tri-isopropyl-1,1'-biphenyl C12(CC3CC(CC(C1)C3)C2)P(C2=C(C(=CC=C2OC)OC)C2=C(C=C(C=C2C(C)C)C(C)C)C(C)C)C23CC1CC(CC(C2)C1)C3